1-(chloromethyl)-2-methyl-4-nitro-benzene ClCC1=C(C=C(C=C1)[N+](=O)[O-])C